2-((1-(3-fluorophenyl)-1H-imidazol-4-yl)methyl)oxazole-4-carboxylic acid FC=1C=C(C=CC1)N1C=NC(=C1)CC=1OC=C(N1)C(=O)O